FC(C(=O)O)(F)F.COC1=CC(=C(C=C1OC)NC(=O)C=1C=NC2=CC=CC=C2C1)C(NC1=CC=C(C=C1)CCNCCC1=CC=CC=C1)=O N-(4,5-dimethoxy-2-((4-(2-(phenethylamino)ethyl)phenyl)carbamoyl)phenyl)quinoline-3-carboxamide trifluoroacetate